2-amino-N-(3-fluoro-4-hydroxybenzyl)-3-methyl-N-((5-(trifluoromethyl)-2-pyridinyl)methyl)-6-quinolinecarboxamide NC1=NC2=CC=C(C=C2C=C1C)C(=O)N(CC1=NC=C(C=C1)C(F)(F)F)CC1=CC(=C(C=C1)O)F